ethyl (1r,3r)-3-(5-amino-4-cyano-3-(2-phenylquinolin-7-yl)-1H-pyrazol-1-yl)-1-methylcyclobutane-1-carboxylate NC1=C(C(=NN1C1CC(C1)(C(=O)OCC)C)C1=CC=C2C=CC(=NC2=C1)C1=CC=CC=C1)C#N